N1=C(C=CC=C1)C=1N=C(SC1)NC=1C=C(C(=O)N)C=CN1 2-((4-(pyridin-2-yl)thiazol-2-yl)amino)isonicotinamide